F[C@@H]1[C@@H](C1)C(=O)NC=1N=CC2=CC(=NC=C2C1)C=1C=NC(=CC1C)[C@@H](CSC)O (1S,2S)-2-fluoro-N-(7-(6-((S)-1-hydroxy-2-(methylthio)ethyl)-4-methylpyridin-3-yl)-2,6-naphthyridin-3-yl)cyclopropane-1-carboxamide